C(C1=CC=CC=C1)N(C(OC(C)(C)C)=O)CC1OCC2=C(C=CC=C12)C1=CC(=NC=C1)C(F)(F)F tert-butyl benzyl((4-(2-(trifluoromethyl)pyridin-4-yl)-1,3-dihydroisobenzofuran-1-yl)methyl)carbamate